C1(CC12CCOCC2)CN2C(CN(CC2)C2=NC(=NC=C2)C2=CN=C1N2C=C(C=C1)C(F)(F)F)C=1C=NNC1 4-[4-({6-oxaspiro[2.5]oct-1-yl}methyl)-3-(1H-pyrazol-4-yl)piperazin-1-yl]-2-[6-(trifluoromethyl)imidazo[1,2-a]pyridin-3-yl]pyrimidine